valproamide maleate C(\C=C/C(=O)O)(=O)O.C(C(CCC)CCC)(=O)N